C(C)(=O)NC1=CC=C(C=C1)\C=C/C(=O)C1=CC=C(OCC(=O)O)C=C1 2-[4-[(Z)-3-(4-Acetamidophenyl)prop-2-enoyl]phenoxy]acetic acid